3,5-bis((E)-3-methoxybenzylidene)tetrahydroxy-4H-pyran-4-one COC=1C=C(\C=C/2\C(OC(/C(/C2=O)=C/C2=CC(=CC=C2)OC)(O)O)(O)O)C=CC1